C1(=CC=CC2=CC=CC=C12)C(=O)NCC1=NOC(C1)(C(=O)N[C@@H](CC(C)C)B1O[C@@]2([C@H](O1)C[C@H]1C([C@@H]2C1)(C)C)C)CC1=CC=CC=C1 3-((1-naphthamido)methyl)-5-benzyl-N-((R)-3-methyl-1-((3aS,4S,6S,7aR)-3a,5,5-trimethylhexahydro-4,6-methanobenzo[d][1,3,2]dioxaborol-2-yl)butyl)-4,5-dihydroisoxazol-5-carboxamide